C(C)OC(=O)C=1OC2=C(C1C)C=C(C=C2)S(NC=2C=CC1=C(C=CO1)C2)(=O)=O 5-(N-(benzofuran-5-yl)sulfamoyl)-3-methylbenzofuran-2-carboxylic acid ethyl ester